NC1=C2N=CN(C2=NC(=N1)F)[C@H]1C[C@@H]([C@@](O1)(C#C)CO[P@](=O)(OC1=CC=CC=C1)N[C@@H](C)C(=O)OCC(CC)CC)OC(=O)OC(CC)CC 2-ethylbutyl ((S)-(((2R,3S,5R)-5-(6-amino-2-fluoro-9H-purin-9-yl)-2-ethynyl-3-(((pentan-3-yloxy)carbonyl)oxy)tetrahydrofuran-2-yl)methoxy)(phenoxy)phosphoryl)-L-alaninate